(S)-(1-(4-(2-amino-3'-chloro-5-fluoro-4'-(3-methyl-2-oxo-2,3-dihydro-1H-imidazol-1-yl)-[1,1'-biphenyl]-3-yl)pyridin-2-yl)pyrrolidin-3-yl)carbamic acid tert-butyl ester C(C)(C)(C)OC(N[C@@H]1CN(CC1)C1=NC=CC(=C1)C=1C(=C(C=C(C1)F)C1=CC(=C(C=C1)N1C(N(C=C1)C)=O)Cl)N)=O